O1CCN(CC1)C1=NC(=NN1C1=CC=C(C=C1)OC(F)(F)F)C1=C(C=O)C=CC=C1 [5-(Morpholino)-1-[4-(trifluoromethoxy)phenyl]-1,2,4-triazol-3-yl]benzaldehyde